C(C(C)C)[Si](OC(C)C)(OC(C)C)CC(C)C diisobutyldiisopropyloxysilane